(S)-4-Bromo-5-((1-(3-oxo-3-(4-(5-(trifluoromethyl)pyrimidin-2-yl)piperazin-1-yl)propoxy)butan-2-yl)oxy)pyridazin-3(2H)-one BrC=1C(NN=CC1O[C@H](COCCC(N1CCN(CC1)C1=NC=C(C=N1)C(F)(F)F)=O)CC)=O